2,2-difluoro-N-((5-fluoro-6-(thiazol-4-ylmethoxy)-1H-indol-2-yl)methyl)acetamide FC(C(=O)NCC=1NC2=CC(=C(C=C2C1)F)OCC=1N=CSC1)F